ClC=1C(=C(C=CC1F)\C=N\N)F (e)-[(3-chloro-2,4-difluorophenyl)methylidene]hydrazine